CC(C(=O)N1C(CCCC1)C=1NC(=CN1)C1=CC=C(C=C1)C)CCC 2-methyl-1-(2-(5-(p-tolyl)-1H-imidazol-2-yl)piperidin-1-yl)pentan-1-one